BrC1=CC=C(C=C1)S(=O)(=O)N1C[C@@H]([C@@H](CC1)NC1=NC=C(C#N)C=C1)O 6-(((3S,4R)-1-((4-bromophenyl)sulfonyl)-3-hydroxypiperidin-4-yl)amino)nicotinonitrile